4-(5-methyl-1,2,4-oxadiazol-3-yl)-4-phenethylpiperidine-1-carboxylic acid tert-butyl ester C(C)(C)(C)OC(=O)N1CCC(CC1)(CCC1=CC=CC=C1)C1=NOC(=N1)C